C1(=CC(=CC=C1)C1=NC(=NC(=C1)C1=CC=C(C=C1)Br)C=1C=NC=CC1)C1=CC=CC=C1 4-[1,1'-biphenyl]-3-yl-6-(4-bromophenyl)-2-(pyridine-3-yl)pyrimidine